(3R)-3-(4-aminoimidazo[4,5-c]quinolin-1-yl)-2-methyl-heptan-2-ol hydrochloride Cl.NC1=NC=2C=CC=CC2C2=C1N=CN2[C@@H](C(C)(O)C)CCCC